CC=1NC(=C(N1)C)CN1C=2N(C3=CC=C(C=C3C1=O)S(=O)(=O)NC1(CC1)C)[C@@H](CN2)C (R)-4-((2,4-dimethyl-1H-imidazol-5-yl)methyl)-1-methyl-N-(1-methylcyclopropyl)-5-oxo-1,2,4,5-tetrahydroimidazo[1,2-a]quinazoline-7-sulfonamide